(S)-(1-((cyanomethyl) amino)-3-(6-(2-methylpyridin-4-yl) benzo[d]oxazol-2-yl)-1-oxopropan-2-yl) carbamate C(N)(O[C@H](C(=O)NCC#N)CC=1OC2=C(N1)C=CC(=C2)C2=CC(=NC=C2)C)=O